p-PhenyleneBenzobisoxazole dimethyl-3,3'-dithiobispropionimidate COC(CCSSCCC(OC)=N)=N.C1(=CC=C(C=C1)C=1OC2=C(N1)C=CC=C2)C=2OC1=C(N2)C=CC=C1